ClC=1C=C(C=CC1)[C@@H](C)NC(=O)C=1NC2=C(C=C3C(=NNC3=C2)C2=CC=NC=C2)N1 (R)-N-(1-(3-chlorophenyl)ethyl)-3-(pyridin-4-yl)-1,7-dihydroimidazo[4,5-f]indazole-6-carboxamide